COC(C[C@H]1CN(CCC1)CC1CN(CC1)C(=O)OC(C)(C)C)=O tert-butyl 3-{[(3S)-3-(2-methoxy-2-oxoethyl)piperidin-1-yl]methyl}pyrrolidine-1-carboxylate